2,2'-oxybis(bromobenzene) C1=CC=C(C(=C1)OC2=CC=CC=C2Br)Br